Methylnon-2-enoat COC(C=CCCCCCC)=O